C(CCCCCCCCCCCCCCCCC)NC(CCC(=O)OC[C@@H]1CN(C[C@@H](O1)N1C2=NC=NC(=C2N=C1)NC(C1=CC=CC=C1)=O)C(C1=CC=CC=C1)(C1=CC=CC=C1)C1=CC=CC=C1)=O [(2S,6R)-6-(6-benzamido-9H-purin-9-yl)-4-tritylmorpholin-2-yl]methyl 4-(octadecylamino)-4-oxobutanoate